ClC=1C(=C(CN2[C@@H](C[C@@](CC2)(C(=O)OC(C)(C)C)CC2=NC(=CC(=C2F)C=O)Cl)C)C=CC1)F tert-butyl (2R,4R)-1-(3-chloro-2-fluorobenzyl)-4-((6-chloro-3-fluoro-4-formylpyridin-2-yl)methyl)-2-methylpiperidine-4-carboxylate